COC1=C2N(CCN(C2=CC=C1)C1=CC2=C(N=C(N=C2)SC)N(C1=O)C)C(C(F)(F)F)=O 6-[5-methoxy-4-(2,2,2-trifluoroacetyl)-2,3-dihydroquinoxalin-1-yl]-8-methyl-2-methylsulfanylpyrido[2,3-d]pyrimidin-7-one